ClC1=C(C=2C=NN(C2C=C1C)C1OCCCC1)O 5-chloro-6-methyl-1-(tetrahydro-2H-pyran-2-yl)-1H-indazol-4-ol